ClC1=CC=NC(=C1C=O)N1C(C=2N(C=3CCCCC3C2F)C=C1)=O 4-Chloro-2-(10-fluoro-1-oxo-6,7,8,9-tetrahydropyrazino[1,2-a]indol-2(1H)-yl)nicotinaldehyde